C1(CC1)C1=NN(C(=C1)C(=O)N[C@H]1C[C@H](CCC1)NC1=CC(=NC2=CC=C(C=C12)F)C(F)(F)F)CC 3-cyclopropyl-1-ethyl-N-[(1R,3S)-3-{[6-fluoro-2-(trifluoromethyl)quinolin-4-yl]amino}cyclohexyl]-1H-pyrazole-5-carboxamide